5-Chloro-N-(5-cyano-6-((1-methylpiperidin-4-yl)oxy)pyridin-3-yl)-2'-ethynyl-2,4'-difluoro-[1,1'-biphenyl]-4-carboxamide ClC=1C(=CC(=C(C1)C1=C(C=C(C=C1)F)C#C)F)C(=O)NC=1C=NC(=C(C1)C#N)OC1CCN(CC1)C